trans-4-fluoro-2-methyl-cinnamic acid FC1=CC(=C(/C=C/C(=O)O)C=C1)C